CN1C(N(C2=C1C=C(C=C2)[N+](=O)[O-])N2C(CCCC2=O)=O)=O (3-methyl-5-nitro-2-oxo-benzoimidazol-1-yl)piperidine-2,6-dione